2-Chloroethyloxirane ClCCC1OC1